BrCC=1C(=NC=NC1)C1C(NC(CC1)=O)=O 3-(5-(bromomethyl)pyrimidin-4-yl)piperidine-2,6-dione